OC(CC(CCC(=O)O)CC)C 4-(2-hydroxypropyl)hexanoic acid